tert-butyl (R)-2-(3-fluoro-4-(7-((3-(piperidin-1-yl)propyl)carbamoyl)benzo[d]imidazo[2,1-b]thiazol-2-yl)phenyl)pyrrolidine-1-carboxylate FC=1C=C(C=CC1C=1N=C2SC3=C(N2C1)C=CC(=C3)C(NCCCN3CCCCC3)=O)[C@@H]3N(CCC3)C(=O)OC(C)(C)C